2-ethylhexyl isostearate C(CCCCCCCCCCCCCCC(C)C)(=O)OCC(CCCC)CC